BrC1=CC=C(C=N1)C(C(F)F)N1C(C2=CC=CC=C2C1=O)=O 2-[1-(6-bromo-3-pyridinyl)-2,2-difluoro-ethyl]isoindoline-1,3-dione